OCCNC1=NC(=NC(=N1)SC1=C(C=CC=C1)O)SC1=C(C=CC=C1)O 3'-((6-((2-hydroxyethyl)amino)-1,3,5-triazine-2,4-diyl)bis(sulfanediyl))diphenol